ClC=1C=C(C=CC1Cl)C=1N(C(=C(C(C1C(=O)O)=O)C1=C(C=CC=C1)C)C)CC 2-(3,4-dichlorophenyl)-1-ethyl-6-methyl-5-(o-tolyl)-4-oxo-pyridine-3-carboxylic acid